BrC=1C=CC(=C(C1)C1=C(C=CC(=C1)Br)N)N 5,5'-dibromo-2,2'-diamino-biphenyl